ClC=1C=CC2=C(N(C3=C(CC2)C=CC=C3)CCCN(C/C=C/C(=O)C3=CC=CC=C3)C)C1 (E)-4-[3-(3-chloro-10,11-dihydro-5H-dibenzo[b,f]azepin-5-yl)propyl-methyl-amino]-1-phenyl-but-2-en-1-one